C1(=CC=CC=C1)C#CC1=CC=C(C=C1)O 4-(phenylethynyl)phenol